C(C1=CC=CC=C1)O[C@H]1[C@H](SCC)O[C@@H]([C@H]([C@@H]1OCC1=CC=CC=C1)O)CO ethyl 2,3-di-O-benzyl-1-thio-β-D-glucopyranosid